[1,1-bis(4-chlorophenyl)ethylmethyl-amino] (2S)-2-[(3-acetoxy-4-methoxy-pyridine-2-carbonyl) amino]propanoate C(C)(=O)OC=1C(=NC=CC1OC)C(=O)N[C@H](C(=O)ON(C)C(C)(C1=CC=C(C=C1)Cl)C1=CC=C(C=C1)Cl)C